C1(=CC=CC=C1)OC(=O)C1CCCCCCCC(CC1)C(=O)[O-] phenylcycloundecane-2,5-dicarboxylate